tert-butyl N-[(cis)-3-[[3-[N'-(2-chloro-5-fluoro-phenyl)carbamimidoyl]-6-(3-isopropyl-1-tetrahydropyran-2-yl-pyrazol-4-yl)pyrrolo[1,2-b]pyridazin-4-yl]amino]cyclopentyl]carbamate ClC1=C(C=C(C=C1)F)N=C(N)C1=C(C=2N(N=C1)C=C(C2)C=2C(=NN(C2)C2OCCCC2)C(C)C)N[C@H]2C[C@H](CC2)NC(OC(C)(C)C)=O